C(#N)C1=CN=C2N1C(=CC(=C2)B(O)O)O[C@H](C)C2=NC=CC=C2 3-Cyano-5-[(1R)-1-(pyridin-2-yl)ethoxy]imidazo[1,2-a]pyridin-7-ylboronic acid